C(C1=CC=CC=C1)=[Ru-2](Cl)Cl benzylideneruthenium (II) dichloride